(5R)-5-allylmorpholin-3-one C(C=C)[C@@H]1COCC(N1)=O